BrC=1C(=NC=CC1)CC1N(C(C2=CC=CC=C12)=O)CC1=CC2=C(NC(=N2)C#N)C=C1 5-((1-((3-bromopyridin-2-yl)methyl)-3-oxoisoindolin-2-yl)methyl)-1H-benzo[d]imidazole-2-carbonitrile